F[C@H]1CN(C[C@@H]([C@H]1NC(=O)C1=CC(=CC=2N(C=NC21)CC(F)(F)F)C#CCNC2=C(C=C(C=C2)S(=O)(=O)C)C(F)F)C)CCOC N-[(3S,4R,5S)-3-fluoro-1-(2-methoxyethyl)-5-methyl-4-piperidyl]-6-{3-[2-(difluoromethyl)-4-mesylphenylamino]-1-propynyl}-1-(2,2,2-trifluoroethyl)-1H-1,3-benzimidazole-4-carboxamide